(S)-pyrrolidin-3-yl-2-(6-(5-(6-methylpyridin-2-yl)-1H-imidazol-4-yl)quinolin-3-yl)thiazole-4-carboxylic acid N1C[C@H](CC1)C1=C(N=C(S1)C=1C=NC2=CC=C(C=C2C1)C=1N=CNC1C1=NC(=CC=C1)C)C(=O)O